OP(O)OP(O)O.C(C)(C)(C)C1=C(C(=CC=C1)C(C)(C)C)C(O)(C(CO)(CO)CO)C1=C(C=CC=C1C(C)(C)C)C(C)(C)C bis(2,6-di-tert-butylphenyl)pentaerythritol diphosphite